(4R)-4-cyano-N-((4-(3-hydroxy-3-phenylpyrrolidin-1-yl)pyridin-2-yl)methyl)-4-methylisochroman-6-carboxamide C(#N)[C@@]1(COCC2=CC=C(C=C12)C(=O)NCC1=NC=CC(=C1)N1CC(CC1)(C1=CC=CC=C1)O)C